CN1C(=NC2=C(C=C(C=C2C1=O)C)S(=O)(=O)CCC(=O)OC)N1CCCCC1 methyl 3-[3,6-dimethyl-4-oxo-2-(1-piperidyl)quinazolin-8-yl]sulfonylpropanoate